BrC1=C(C=C(C=C1)C(C)(O)C1=CC(=CC=C1)C(F)(F)F)CO[Si](C)(C)C(C)(C)C 1-(4-bromo-3-(((tert-butyldimethyl-silyl)oxy)methyl)phenyl)-1-(3-(trifluoromethyl)phenyl)ethanol